(R)-4-(3-oxomorpholin-4-yl)-3-(4-methylphenyl)-N-((R)-1-(6-(trifluoromethyl)pyridin-3-yl)ethyl)-4,5-dihydro-1H-pyrazole-1-carboxamide O=C1N(CCOC1)[C@H]1C(=NN(C1)C(=O)N[C@H](C)C=1C=NC(=CC1)C(F)(F)F)C1=CC=C(C=C1)C